BrC=1N(C2=CC=CC=3C4=C[C@H](CN([C@@H]4CC1C32)C)C(N(CC)CC)=O)C([C@H](C)NC(OC(C)(C)C)=O)=O tert-butyl ((S)-1-((6aR,9R)-5-bromo-9-(diethylcarbamoyl)-7-methyl-6a,7,8,9-tetrahydroindolo[4,3-fg]quinolin-4(6H)-yl)-1-oxopropan-2-yl)carbamate